N-3-(trimethoxysilyl)propyl-N-phenylamine CO[Si](CCCNC1=CC=CC=C1)(OC)OC